copper oxyfluoride O(F)F.[Cu]